2-(6-chloropyridazin-3-yl)-2-(2,6-dimethylphenyl)acetonitrile ClC1=CC=C(N=N1)C(C#N)C1=C(C=CC=C1C)C